CC=1C=CSC1CCCCCC 4-methyl-5-hexylthiophene